FC=1C=C2C=3C(=CN(C2=CC1N1CCNCC1)C1CC1)C1=CC=CC(=C1N3)OC 2-fluoro-5-cyclopropyl-3-piperazin-1-yl-10-methoxy-5H-indolo[3,2-c]quinoline